3-[(aminocarbonyl)amino]-5-bromothiophene-2-carboxylic acid methyl ester COC(=O)C=1SC(=CC1NC(=O)N)Br